BrC1=C(C=C(C=C1)S(=O)(=O)NC1CCC(CC1)C)Cl 4-bromo-3-chloro-N-(4-methylcyclohexyl)benzenesulfonamide